4-(2-adamantylamino)-4-oxobutanoate C12C(C3CC(CC(C1)C3)C2)NC(CCC(=O)[O-])=O